methyl 3-(2-(2-bromoethoxy)ethoxy)propanoate compound with methyl 3-(2-(2-iodoethoxy)ethoxy)propanoate ICCOCCOCCC(=O)OC.BrCCOCCOCCC(=O)OC